C(CC(CC(C)C#N)C#N)C#N 1,3,5-Hexantricarbonitril